6-bromo-2-chloro-N-[[6-[[3-[(3R)-5,5-dimethylpyrrolidin-3-yl]-1-(2-pyridyl)propyl]amino]-2-pyridyl]sulfonyl]pyridine-3-carboxamide BrC1=CC=C(C(=N1)Cl)C(=O)NS(=O)(=O)C1=NC(=CC=C1)NC(CC[C@H]1CNC(C1)(C)C)C1=NC=CC=C1